2-methyl-4-(difluoromethyl)thiazole-5-carbonyl chloride CC=1SC(=C(N1)C(F)F)C(=O)Cl